C1(C=CC=C1)[Y](C1C=CC=C1)C1C=CC=C1 tris(cyclopentadienyl)yttrium(III)